ClP(C1=CC=CC=C1)Cl dichloro-phenylphosphine